N-((3aR,4S,7S,8R,8aR)-4-(methoxymethyl)-2,2-dimethylhexahydro-4,7-epoxy[1,3]dioxolo[4,5-d]oxepin-8-yl)-4-(prop-2-yn-1-yloxy)-6-(trifluoromethyl)pyrimidin-2-amine COC[C@@]12[C@H]3[C@@H]([C@H]([C@@H](OC1)O2)NC2=NC(=CC(=N2)OCC#C)C(F)(F)F)OC(O3)(C)C